C(CCCCCCCCCCCCCCC#N)#N hexadecanedinitrile